C[C@@H]1CN(C[C@@H](N1)C)C1=CC=C(C=C1)[C@H](C)NC(CCC1=NC=2C(=NC=CC2)N1CC1=CC=C(C=C1)OC(F)(F)F)=O N-{(S)-1-[4-((cis)-3,5-Dimethyl-piperazin-1-yl)-phenyl]-ethyl}-3-[3-(4-trifluoromethoxy-benzyl)-3H-imidazo[4,5-b]pyridin-2-yl]-propionamide